FC1(CCC(CC1)N[C@H]1[C@@H](CCCC1)OC=1C=C2CN(C(C2=CC1)=O)C1C(NC(CC1)=O)=O)F 3-(5-(((1R,2R)-2-((4,4-difluorocyclohexyl)amino)cyclohexyl)oxy)-1-oxoisoindolin-2-yl)piperidine-2,6-dione